5-(hydroxymethyl)-6-oxo-1H-pyridine-3-carboxylic acid methyl ester COC(=O)C1=CNC(C(=C1)CO)=O